N1CCC(CC1)C1=NN=C2N1CCN(C2)C(=O)OC(C)(C)C tert-butyl 3-(4-piperidyl)-6,8-dihydro-5H-[1,2,4]triazolo[4,3-a]pyrazine-7-carboxylate